C(#N)C(C)(OC=1C=C(C(=NC1)NC(OC(C)(C)C)=O)SCC)C tertbutyl N-[5-(1-cyano-1-methyl-ethoxy)-3-ethylsulfanyl-2-pyridyl]carbamate